{4-amino-2-[3-fluoro-4-(trifluoromethoxy)anilino]-1,3-thiazol-5-yl}(phenyl)methanone NC=1N=C(SC1C(=O)C1=CC=CC=C1)NC1=CC(=C(C=C1)OC(F)(F)F)F